P(=O)(O)(O)O.OCC(=O)[C@@H](O)[C@H](O)CO Xylulose monophosphate